ClC1=CC=C2C(=CNC2=C1C(F)F)S(=O)(=O)NC1=NC(=C(C=C1F)OCC(F)F)OC 6-chloro-N-[5-(2,2-difluoroethoxy)-3-fluoro-6-methoxypyridin-2-yl]-7-(difluoromethyl)-1H-indole-3-sulfonamide